(4-(3-chlorophenyl)-5-methyl-5,6-dihydro-dihydropyran-3-yl)diphenylphosphine oxide ClC=1C=C(C=CC1)C1C(COCC1C)P(C1=CC=CC=C1)(C1=CC=CC=C1)=O